ClC=1C(=CC(=C(C1)[C@@H](N[S@@](=O)C(C)(C)C)C1CCN(CC1)C(=O)[C@@H]1OC(OC1)(C)C)OCC=C)C1CC1 (S)-N-[(S)-[5-chloro-4-cyclopropyl-2-(prop-2-en-1-yloxy)phenyl]([1-[(4R)-2,2-dimethyl-1,3-dioxolane-4-carbonyl]piperidin-4-yl])methyl]-2-methylpropane-2-sulfinamide